2-(OXOLAN-3-YLOXY)ACETIC ACID O1CC(CC1)OCC(=O)O